OC=1C=C(C[C@@H](N)C(=O)O)C=CC1O 3,4-Dihydroxy-D-phenylalanin